4-chloro-3-(4-fluoro-1H-pyrazol-1-yl)aniline ClC1=C(C=C(N)C=C1)N1N=CC(=C1)F